titanium bis(isopropoxy) bis(methylacetoacetate) CCC(CC(=O)OOC(C)C)=O.CCC(CC(=O)OOC(C)C)=O.[Ti]